7-methoxy-5-oxo-2,3,11,11a-tetrahydro-1H-benzo[e]pyrrolo[1,2-a][1,4]diazepin-10(5H)-carboxylate COC1=CC2=C(N(CC3N(C2=O)CCC3)C(=O)[O-])C=C1